5-bromo-1-(6-methoxy-3-pyridinyl)-4-oxo-cinnoline-3-carboxylic acid ethyl ester C(C)OC(=O)C1=NN(C2=CC=CC(=C2C1=O)Br)C=1C=NC(=CC1)OC